C(=O)(O)C(CCC(=O)NCCNC=1N=NC(=NN1)Cl)N1CCN(CCN(CCN(CC1)CC(=O)O)CC(=O)O)CC(=O)O 2,2',2''-(10-(1-carboxy-4-((2-((6-chloro-1,2,4,5-tetrazin-3-yl)amino)ethyl)amino)-4-oxobutyl)-1,4,7,10-tetraazacyclododecane-1,4,7-triyl)triacetic acid